C(C)(C)(C)C1=C2C(=C(N(C2=CC=C1NC([C@H](CCC(=O)N1CCN(CC1)C)NC(C(=O)NC1=C(C=CC(=C1)Cl)N1N=NN=C1)=O)=O)C(=O)O)C(=O)O)C(C)(C)C di-tert-butyl-(S)-5-(2-(2-((5-chloro-2-(1H-tetrazol-1-yl)phenyl)amino)-2-oxoacetamido)-5-(4-methylpiperazin-1-yl)-5-oxopentanoylamino)-1H-indole-1,2-dicarboxylic acid